5-amino-3-(4-((5-fluoro-2-methoxybenzamido)methyl)phenyl)-1-(6-(hydroxymethyl)tetrahydro-2H-pyran-3-yl)-1H-pyrazole-4-carboxamide NC1=C(C(=NN1C1COC(CC1)CO)C1=CC=C(C=C1)CNC(C1=C(C=CC(=C1)F)OC)=O)C(=O)N